1-ethyl-4-(4,4,5,5-tetramethyl-1,3,2-dioxaborolan-2-yl)-1H-pyrazole C(C)N1N=CC(=C1)B1OC(C(O1)(C)C)(C)C